O=C1N(CCC1)CC1CCN(CC1)C1=C(\C=N/O)C=C(C=C1)C=1C=NN(C1)C1OCCCC1 (Z)-2-(4-((2-oxopyrrolidin-1-yl)methyl)piperidin-1-yl)-5-(1-(tetrahydro-2H-pyran-2-yl)-1H-pyrazol-4-yl)benzaldehyde oxime